S(N)(OCC[C@H]1OC(O[C@@H]1CC1=C(C=CC=C1)Cl)(C)C)(=O)=O 2-((4R,5R)-5-(2-chlorobenzyl)-2,2-dimethyl-1,3-dioxolan-4-yl)ethyl sulfamate